N-(4-(1H-pyrazol-1-yl)benzyl)-N-(3-methoxybenzyl)-4-((2-morpholinoethoxy)methyl)aniline N1(N=CC=C1)C1=CC=C(CN(C2=CC=C(C=C2)COCCN2CCOCC2)CC2=CC(=CC=C2)OC)C=C1